7-bromo-N4-(3-chloro-2-methylphenyl)-N2-methylpyrido[3,2-d]pyrimidine-2,4-diamine BrC1=CC=2N=C(N=C(C2N=C1)NC1=C(C(=CC=C1)Cl)C)NC